CC1(N(CC1)C1=NC(=NC2=C(C(=C(C=C12)C(F)(F)F)C1=CC=C(C2=C1N=C(S2)N)F)F)OC[C@]21CCCN1C[C@@H](C2)F)C 4-(4-(2,2-dimethylazetidin-1-yl)-8-fluoro-2-(((2R,7aS)-2-fluorotetrahydro-1H-pyrrolizin-7a(5H)-yl)methoxy)-6-(trifluoromethyl)quinazolin-7-yl)-7-fluorobenzo[d]thiazol-2-amine